C1(CCCCC1)CN1C(C2=C(C(=C1)C=1C=C(C(=O)N(C)C)C=CC1)C=CN2)=O 3-[6-(cyclohexylmethyl)-7-oxo-1H-pyrrolo[2,3-c]pyridin-4-yl]-N,N-dimethylbenzamide